ClC1=C(C=CC=C1Cl)C=1C(=CC=C2C(=C(C=NC12)NC(OC(C)(C)C)=O)N(C)C)F tert-butyl (8-(2,3-dichlorophenyl)-4-(dimethylamino)7-fluoroquinolin-3-yl)carbamate